4-(chloromethyl)-N-(1-(4-methoxyphenyl)-9-N-propyl-9H-pyrido[3,4-b]indol-3-yl)benzamide ClCC1=CC=C(C(=O)NC2=CC3=C(N(C4=CC=CC=C34)CCC)C(=N2)C2=CC=C(C=C2)OC)C=C1